(1-methylspiro[2.2]pentan-1-yl)methylamine CC1(CC12CC2)CN